OC[C@H](C)OC1=NC(=CC(=C1)C=1C=C(C=CC1C)NC(=O)N1C[C@@H](CC1)OC(F)(F)F)N1CCOCC1 (3R)-N-[3-(2-[[(2S)-1-hydroxypropan-2-yl]oxy]-6-(morpholin-4-yl)pyridin-4-yl)-4-methylphenyl]-3-(trifluoromethoxy)pyrrolidine-1-carboxamide